8-(3-methoxy-1-(tetrahydro-2H-pyran-2-yl)-1H-pyrazolo[3,4-d]pyrimidin-6-yl)-2-(6-(trifluoromethyl)pyridin-3-yl)-2,8-diazaspiro[4.5]decan-3-one COC1=NN(C2=NC(=NC=C21)N2CCC1(CC(N(C1)C=1C=NC(=CC1)C(F)(F)F)=O)CC2)C2OCCCC2